FC1(CN(CC[C@H]1NC1=NN2C(C(=N1)OC([2H])([2H])[2H])=C(C(=C2)F)C=2C=CC1=C(N(N=N1)CCF)C2)C2COC2)F (R)-N-(3,3-difluoro-1-(oxetan-3-yl)piperidin-4-yl)-6-fluoro-5-(1-(2-fluoroethyl)-1H-benzo[d][1,2,3]triazol-6-yl)-4-(methoxy-d3)pyrrolo[2,1-f][1,2,4]triazin-2-amine